BrC=1C=C(C(=NC1)C=1N=C2N(C(C1)=O)N(C(=C2)C(F)(F)F)C)SCC 5-(5-bromo-3-ethylsulfanyl-2-pyridyl)-1-methyl-2-(trifluoromethyl)pyrazolo[1,5-a]pyrimidin-7-one